(S)-3-(4-(5-chloro-3-cyclopropyl-2-oxo-2,3-dihydro-1H-benzo[d]imidazol-1-yl)phenyl)-2-(2,6-dichlorobenzoylamino)propionic acid ClC1=CC2=C(N(C(N2C2CC2)=O)C2=CC=C(C=C2)C[C@@H](C(=O)O)NC(C2=C(C=CC=C2Cl)Cl)=O)C=C1